C(CC(C)C)C1CC(CCC1)=COC 1-isopentyl-3-(methoxymethylene)cyclohexane